3-(3-(tert-butylsulfanyl)-1-(4-chlorobenzyl)-5-methoxy-1H-indol-2-yl)-2,2-dimethylpropanamide C(C)(C)(C)SC1=C(N(C2=CC=C(C=C12)OC)CC1=CC=C(C=C1)Cl)CC(C(=O)N)(C)C